4,8-dimethylquinazolin CC1=NC=NC2=C(C=CC=C12)C